7-(2-chloroethoxy)-6-methoxy-3-nitro-4-chloroquinoline ClCCOC1=C(C=C2C(=C(C=NC2=C1)[N+](=O)[O-])Cl)OC